N-((5-ethyl-1H-benzotriazol-4-yl)methyl)-3,5-difluoro-4-methoxybenzamide C(C)C1=C(C2=C(NN=N2)C=C1)CNC(C1=CC(=C(C(=C1)F)OC)F)=O